[Cl-].C[NH+](CCCCCCCCCCCCCC)C dimethyl-tetradecylammonium chloride